4-bromo-N1-(2-chloropyrimidin-4-yl)benzene-1,2-diamine BrC=1C=C(C(=CC1)NC1=NC(=NC=C1)Cl)N